FC1(CC(C1)NCC=1C=NC2=CC=C(C=C2C1C(C)C)C1=NC(=NC=C1F)N[C@H]1[C@@H](COCC1)O)F (3S,4R)-4-((4-(3-(((3,3-difluorocyclobutyl)amino)methyl)-4-isopropylquinolin-6-yl)-5-fluoropyrimidin-2-yl)amino)tetrahydro-2H-pyran-3-ol